CN1C=C(C=2C(N(C=C(C21)C)C)=O)C(=O)N2CCC(CC2)OC2=C(C=CC=C2)C(F)(F)F 1,5,7-trimethyl-3-((4-(2-(trifluoromethyl)phenoxy)piperidin-1-yl)carbonyl)-1,5-dihydro-4H-pyrrolo[3,2-c]pyridin-4-one